FC(C1(C=CC(C=C1)=C1C=CC(N)(C=C1)C(F)(F)F)N)(F)F 4,4'-bis(trifluoromethyl)benzidine